2-chloro-6-((2S,5R)-2,5-dimethyl-4-(2-methyl-1-(3-(trifluoromethyl)phenyl)propyl)piperazin-1-yl)-8-methyl-9H-purine ClC1=NC(=C2N=C(NC2=N1)C)N1[C@H](CN([C@@H](C1)C)C(C(C)C)C1=CC(=CC=C1)C(F)(F)F)C